2-chloro-5-(1,3-oxazol-5-yl)-4-(trimethylstannanyl)pyrimidine ClC1=NC=C(C(=N1)[Sn](C)(C)C)C1=CN=CO1